NC1=C(CON=C(C2=CC=CC=C2)N)C=C(C=N1)Br N'-((2-amino-5-bromonicotinyl)oxy)-benzamidine